C(C)(=O)OCCCCCCCCCC\C=C/CCCC (Z)-11-HEXADECEN-1-YL ACETATE